NCCOCCNCC=1C=CC(=C(C(=O)NC2=CC=C(C=C2)S(=O)(=O)N2CCN(CC2)C2=NC(=CC(=N2)C#N)C)C1)N(S(=O)(=O)C)C 5-(((2-(2-aminoethoxy)ethyl)amino)methyl)-N-(4-((4-(4-cyano-6-methylpyrimidin-2-yl)piperazin-1-yl)sulfonyl)phenyl)-2-(N-methylmethylsulfonamido)benzamide